4-[(5-fluoro-4-[4-methyl-5-oxo-3-(prop-2-yl)-4,5-dihydro-1H-1,2,4-triazol-1-yl]-2-{[(2S)-4-methylpent-2-yl]oxy}benzoyl)amino]piperidine-1-carboxylic acid tert-butyl ester C(C)(C)(C)OC(=O)N1CCC(CC1)NC(C1=C(C=C(C(=C1)F)N1N=C(N(C1=O)C)C(C)C)O[C@@H](C)CC(C)C)=O